ethyl 2-fluoro-2-(2',5,6'-trifluoro[1,1'-biphenyl]-2-yl)cyclopropane-1-carboxylate FC1(C(C1)C(=O)OCC)C1=C(C=C(C=C1)F)C1=C(C=CC=C1F)F